ClC1=CC(=C(C=C1)C1(CC1)/C(/N)=N/OC(=O)C1=NN(C(=C1)C(F)F)CCS(=O)(=O)C)F (Z)-1-(4-chloro-2-fluorophenyl)-N'-((5-(difluoromethyl)-1-(2-(methylsulfonyl)ethyl)-1H-pyrazole-3-carbonyl)oxy)cyclopropane-1-carboximidamide